FC(C(=O)O)(F)F.C(C)(=O)N1[C@H]([C@@H]([C@H](C2=CC(=CC=C12)C(=O)O)NC1=NC(=CC=C1)C)C)C |r| rac-(2S,3R,4R)-1-acetyl-2,3-dimethyl-4-((6-methylpyridin-2-yl)amino)-1,2,3,4-tetrahydroquinoline-6-carboxylic acid, trifluoroacetic acid salt